ClC=1C=C(C=NC1N1CCNCC1)C=1OC(=NN1)C 2-(5-chloro-6-piperazin-1-yl-3-pyridinyl)-5-methyl-1,3,4-oxadiazole